COC1=CC=C(C=C1)C(C)NC1=NC=2N(C3=CC=CC=C13)N=C(C2)C N-(1-(4-methoxyphenyl)ethyl)-2-methylpyrazolo[1,5-a]quinazolin-5-amine